CN1SCCC1=O N-Methyl-isothiazolin-3-one